N1C[C@@H](OCC1)C1=C(C(=O)N)C=CC=C1 ((S)-morpholin-2-yl)benzamide